N-[5-(2,6-dichlorophenyl)-1H-indazol-3-yl]-6-oxopiperidine-3-carboxamide ClC1=C(C(=CC=C1)Cl)C=1C=C2C(=NNC2=CC1)NC(=O)C1CNC(CC1)=O